(2-(3,4-dimethoxyphenyl)-3-ethyl-1H-indol-5-yl)(indolin-1-yl)methanone COC=1C=C(C=CC1OC)C=1NC2=CC=C(C=C2C1CC)C(=O)N1CCC2=CC=CC=C12